CC([C@H](C)NC1=NC(=NC=C1C(=O)N)NC1CCC(CC1)OCC)(C)C 4-((S)-3,3-dimethylbutan-2-ylamino)-2-((1r,4S)-4-ethoxycyclohexylamino)pyrimidine-5-carboxamide